C(C1=CC=CC=C1)N1C(=C2CCC3=C(C2=C1Br)N=C(S3)N)C3=CC=CC=C3 7-Benzyl-8-bromo-6-phenyl-5,7-dihydro-4H-[1,3]thiazolo[4,5-e]isoindol-2-amine